(1s,4s)-4-(4-methyl-1-oxoisoindolin-2-yl)-N-(6-oxo-1,6-dihydropyridin-2-yl)cyclohexanecarboxamide CC1=C2CN(C(C2=CC=C1)=O)C1CCC(CC1)C(=O)NC=1NC(C=CC1)=O